ClCC1=NC(=NO1)C1=CC=CC=C1 5-(chloromethyl)-3-(phenyl)-1,2,4-oxadiazole